bicyclo[2.2.2]oct-2-yl-[(3aS,4R,6aR)-4-[(6-bromo-3-pyridazinyl)amino]hexahydrocyclopenta[c]pyrrol-2(1H)-yl]methanone C12C(CC(CC1)CC2)C(=O)N2C[C@H]1[C@@H](C2)[C@@H](CC1)NC=1N=NC(=CC1)Br